OCC=1N=C(SC1)C=1N(C(=NN1)C(C)(C)O)CC1=CC=C(C=C1)OC 2-(5-(4-(hydroxymethyl)thiazol-2-yl)-4-(4-methoxybenzyl)-4H-1,2,4-triazol-3-yl)propan-2-ol